C(C)(C)(C)OC(N[C@@H]1CN(C[C@H]1C=1C=NN(C1)C)CC1=CC=CC=C1)=O tert-butyl(trans-1-benzyl-4-(1-methyl-1H-pyrazol-4-yl)pyrrolidin-3-yl)carbamate